3-(2-fluorobenzylidene)-5-(4-pyridyl)-N-(4-acetamidobenzenesulfonyl)-4-piperidone FC1=C(C=C2CN(CC(C2=O)C2=CC=NC=C2)S(=O)(=O)C2=CC=C(C=C2)NC(C)=O)C=CC=C1